CCCNC(C)C(=O)NC1=CC=CC=C1C The molecule is an amino acid amide in which N-propyl-DL-alanine and 2-methylaniline have combined to form the amide bond; used as a local anaesthetic. It has a role as a local anaesthetic and an anticonvulsant. It is an amino acid amide and a monocarboxylic acid amide.